C1(=CC=CC=C1)C1=NC(=NC(=N1)C1=CC=CC=C1)C=1C=C(C=CC1C1=NC(=NC(=N1)C1=CC=CC=C1)C1=CC=CC=C1)C1=C(C(=NC(=C1)N1C2=CC=C(C=C2C=2C=C(C=CC12)C)C)N1C2=CC=C(C=C2C=2C=C(C=CC12)C)C)N1C2=CC=C(C=C2C=2C=C(C=CC12)C)C 9,9',9''-(4-(3,4-bis(4,6-diphenyl-1,3,5-triazin-2-yl)phenyl)pyridine-2,3,6-triyl)tris(3,6-dimethyl-9H-carbazole)